(R)-((3aR,4R,6R,6aR)-6-(4-amino-7H-pyrrolo[2,3-d]pyrimidin-7-yl)-2,2,3a-trimethyltetrahydrofuro[3,4-d][1,3]dioxol-4-yl)(3,4-dichlorophenyl)methanol NC=1C2=C(N=CN1)N(C=C2)[C@@H]2O[C@@H]([C@@]1([C@H]2OC(O1)(C)C)C)[C@H](O)C1=CC(=C(C=C1)Cl)Cl